(S)-(4-(7-fluorobenzo[d]oxazol-2-yl)-6,7-dihydro-1H-imidazo[4,5-c]pyridin-5(4H)-yl)(6-(4-hydroxypiperidin-1-yl)pyrazolo[1,5-a]pyridin-3-yl)methanone FC1=CC=CC=2N=C(OC21)[C@H]2N(CCC1=C2N=CN1)C(=O)C=1C=NN2C1C=CC(=C2)N2CCC(CC2)O